C(C)N1C=NC(=C1C=1C=CC=2N(C1)C(=CN2)C(=O)N)C2=CC=C(C=C2)F 6-(1-ethyl-4-(4-fluorophenyl)-1H-imidazol-5-yl)imidazo[1,2-a]pyridine-3-carboxamide